5-Cyclopropyl-3-[(1,3-dimethylpyrazol-4-yl)amino]-6-(3-methylimidazo[4,5-c]pyridin-7-yl)pyrazin-2-carboxamid C1(CC1)C=1N=C(C(=NC1C=1C2=C(C=NC1)N(C=N2)C)C(=O)N)NC=2C(=NN(C2)C)C